CN(C1[NH+](C=CC(N1CC)CC)C)C 2-dimethylamino-1-methyl-3,4-diethyl-1,4-dihydropyrimidinium